CNCCP(O)(O)=O 2-(N-methylamino)ethyl-phosphonic acid